[1,2,4]triazine-6-carbonitrile hydrochloride Cl.N1=NC=NC=C1C#N